FC(C1=NC(=NO1)C1=CC=C(C=C1)NC(=O)C1CC1)(F)F N-[4-[5-(trifluoromethyl)-1,2,4-oxadiazol-3-yl]phenyl]cyclopropanecarboxamide